isopropyl (S)-2-((S)-6-acetamido-2-((3S,5S,7S)-adamantane-1-carboxamido)hexanamido)-6-diazo-5-oxohexanoate C(C)(=O)NCCCC[C@@H](C(=O)N[C@H](C(=O)OC(C)C)CCC(C=[N+]=[N-])=O)NC(=O)C12CC3CC(CC(C1)C3)C2